4-((S)-acryloyl-3-(cyanomethyl)piperazin-1-yl)-7-(8-chloronaphthalen-1-yl)-8-fluoro-2-(((2S,4R)-4-fluoro-1-methylpyrrolidin-2-yl)methoxy)-4a,8a-dihydroquinoline-3-acetonitrile C(C=C)(=O)[C@H]1N(CCNC1CC#N)C1=C(C(=NC2C(=C(C=CC12)C1=CC=CC2=CC=CC(=C12)Cl)F)OC[C@H]1N(C[C@@H](C1)F)C)CC#N